FC(COC1=CC=C(N=N1)C=O)(F)F 6-(2,2,2-trifluoroethoxy)pyridazine-3-carbaldehyde